5-methylsulfonyl-1-phenyltetrazole CS(=O)(=O)C1=NN=NN1C1=CC=CC=C1